Methyl 5-fluoro-4-(1-methyl-1H-pyrazol-3-yl)pyrimidine-2-carboxylate FC=1C(=NC(=NC1)C(=O)OC)C1=NN(C=C1)C